1,2-dihydropyrrole N1CCC=C1